ClC1=CC=C(S1)CNC1=CC(=NN1C(=O)C=1N=CSC1)C1NCCN(C1)C(=O)N1CCOCC1 N-[(5-Chlorothiophen-2-yl)methyl]-3-[4-(morpholin-4-carbonyl)piperazin-2-yl]-1-(1,3-thiazol-4-carbonyl)-1H-pyrazol-5-amin